C(C)(C)(C)OC(=O)[C@H]1CCCC=2N1C(N(N2)CC2=CC(=CC=C2)C(F)(F)F)=O |r| tert-Butyl-(5RS)-3-oxo-2-[3-(trifluoromethyl)benzyl]-2,3,5,6,7,8-hexahydro[1,2,4]triazolo[4,3-a]pyridine-5-carboxylate